(2R)-1-[(tert-butoxy)carbonyl]-4-(2,3-dichloro-6-methoxyphenyl)piperazine-2-carboxylic acid C(C)(C)(C)OC(=O)N1[C@H](CN(CC1)C1=C(C(=CC=C1OC)Cl)Cl)C(=O)O